COC1=CC=C(CN2C(C(CCC2=O)N2C(C3=CC=C(C=C3C2)C2=CC(=NN2)C2=NC(=CC=C2)OC)=O)=O)C=C1 1-(4-methoxybenzyl)-3-(5-(3-(6-methoxypyridin-2-yl)-1H-pyrazol-5-yl)-1-oxoisoindolin-2-yl)piperidine-2,6-dione